COC(C1=CC=C(C=C1)C=1C=NN(C1)CCOC)=O 4-[1-(2-methoxyethyl)pyrazol-4-yl]benzoic acid methyl ester